6-methoxypyrimidine-4-carbimidate COC1=CC(=NC=N1)C([O-])=N